7-chloro-1,2,4,5-tetrahydro-3H-benzo[C]azepin-3-one ClC1=CC2=C(CNC(CC2)=O)C=C1